S1C(=NC2=C1C=CC=C2)CN2CCN(CC2)C2=C(C#N)C(=CC(=C2)CC(C)C)CC 2-(4-(benzo[d]thiazol-2-ylmethyl)piperazin-1-yl)-6-ethyl-4-isobutylbenzonitrile